S1C(=CC=C1)C1=CC=CC=2C=3C(=NC=CC21)C2=CCC=CC2=CC3 8-(2-thienyl)-3H-benzo[d]naphtho[1,2-b]azepine